2-(((1,3-dimethylazetidin-3-yl)carbamoyl)oxy)-3-(palmitoyloxy)propyl oleate C(CCCCCCC\C=C/CCCCCCCC)(=O)OCC(COC(CCCCCCCCCCCCCCC)=O)OC(NC1(CN(C1)C)C)=O